tert-butyl ((5R,8S)-1-fluoro-10-(4-methoxyphenyl)-6,7,8,9-tetrahydro-5H-5,8-epiminocyclohepta[c]pyridin-4-yl)(methyl)carbamate FC1=NC=C(C2=C1C[C@@H]1CC[C@H]2N1C1=CC=C(C=C1)OC)N(C(OC(C)(C)C)=O)C